N-isopropyl-2,4-dimethoxy-6-pentyl-benzenesulfonamide C(C)(C)NS(=O)(=O)C1=C(C=C(C=C1CCCCC)OC)OC